COC=1C=C(C=CC1)C1=CC(=CS1)C(=O)NC1=NC(=NS1)CC(C)O 5-(3-methoxyphenyl)-N-(3-(2-hydroxypropyl)-1,2,4-thiadiazol-5-yl)thiophene-3-carboxamide